C1(CC1)C1=CC(=CC(=N1)C1=COC2=C(C=C(C=C2C1=O)CN1C[C@H](OCC1)C)C)[C@](C(F)(F)F)(C1=NN=CN1C)F 3-(6-cyclopropyl-4-((R)-1,2,2,2-tetrafluoro-1-(4-methyl-4H-1,2,4-triazol-3-yl)ethyl)pyridin-2-yl)-8-methyl-6-(((R)-2-methylmorpholinyl)methyl)-4H-chromen-4-one